C[Si](C)(C)N1C=CN=C1 trimethylsilyl-imidazole